(2S)-5-{4-[2-(2-ethoxyethoxy)ethoxy]phenyl}-2-{4,7,10-tris[(2S)-3-tert-butoxy-1-methoxy-1-oxopropan-2-yl]-1,4,7,10-tetraazacyclododec-1-yl}pentanoic acid methyl ester COC([C@H](CCCC1=CC=C(C=C1)OCCOCCOCC)N1CCN(CCN(CCN(CC1)[C@H](C(OC)=O)COC(C)(C)C)[C@H](C(OC)=O)COC(C)(C)C)[C@H](C(=O)OC)COC(C)(C)C)=O